3,4-dichloro-10-(1-tetrahydropyran-2-ylpyrazol-4-yl)-8,9-dihydro-6H-pyrido[1,2-a]indol-7-one ClC1=CC=C2C(=C3N(C2=C1Cl)CC(CC3)=O)C=3C=NN(C3)C3OCCCC3